Cl.C[C@@]1(CNCCC1)O (3R)-3-methylpiperidine-3-ol hydrochloride